4-({8-[3-(methanesulfonyl-methyl)azetidin-1-yl]-5-methoxy-isoquinolin-3-yl}amino)pyrimidin CS(=O)(=O)CC1CN(C1)C=1C=CC(=C2C=C(N=CC12)NC1=NC=NC=C1)OC